C(#N)N1[C@H]2[C@@H](C[C@@H]1CC2)NC(=O)[C@@H]2[C@@H](C2)CC2=C(C=CC(=C2)Cl)Cl (1S,2S)-N-((1R,2R,4S)-7-cyano-7-azabicyclo[2.2.1]heptan-2-yl)-2-(2,5-dichlorobenzyl)cyclopropanecarboxamide